2-((1s,2r)-1-(2-chlorophenyl)-1-(3-methyl-1H-pyrazol-1-yl)propan-2-yl)-5-hydroxy-N-(isoxazol-4-yl)-1-methyl-6-oxo-1,6-dihydropyrimidine-4-carboxamide ClC1=C(C=CC=C1)[C@H]([C@@H](C)C=1N(C(C(=C(N1)C(=O)NC=1C=NOC1)O)=O)C)N1N=C(C=C1)C